ClC1=CC=C(C=C1)[C@H](C(F)(F)F)NC(=O)C=1C=C2CN(C(C2=CC1F)=O)C1C(NC(CC1)=O)=O N-((R)-1-(4-chlorophenyl)-2,2,2-trifluoroethyl)-2-(2,6-dioxopiperidin-3-yl)-6-fluoro-1-oxoisoindoline-5-carboxamide